1-(2-(benzyloxy)ethyl)-3-(6-(tert-butylsulfonyl)-7-methoxyimidazo[1,2-a]pyridin-3-yl)-1H-pyrazole-5-carboxylic acid C(C1=CC=CC=C1)OCCN1N=C(C=C1C(=O)O)C1=CN=C2N1C=C(C(=C2)OC)S(=O)(=O)C(C)(C)C